Benzyl 4-(6,6-difluorohexahydro-1H-pyrrolo[3,2-c]isoxazol-1-yl)-3-hydroxy-2,2,3-trimethylbutanoate FC1(CNC2C1N(OC2)CC(C(C(=O)OCC2=CC=CC=C2)(C)C)(C)O)F